(1s,4s)-4-(2-(1-(methylsulfonyl)piperidin-4-ylamino)-8-(2,4,6-trichlorophenylamino)-9H-purin-9-yl)cyclohexanecarboxamide CS(=O)(=O)N1CCC(CC1)NC1=NC=C2N=C(N(C2=N1)C1CCC(CC1)C(=O)N)NC1=C(C=C(C=C1Cl)Cl)Cl